O=C1C=C(N=CN1C[C@@H]1CCN(CC12CCCC2)C(=O)OC(C)(C)C)C2=C(C=CC=C2)C tert-Butyl (R)-10-((6-oxo-4-(o-tolyl)pyrimidin-1(6H)-yl)methyl)-7-azaspiro[4.5]decane-7-carboxylate